3-(4-Chloro-phenyl)-adamantane-1-carboxylic acid benzothiazol-2-ylamide S1C(=NC2=C1C=CC=C2)NC(=O)C21CC3(CC(CC(C2)C3)C1)C1=CC=C(C=C1)Cl